FC=1C=C(C2=C(NC(O2)=O)C1)F 5,7-difluorobenzo[d]oxazol-2(3H)-one